C(C)(C)(C)C=1C=C(C=C(C1O)C(C)(C)C)CCC(=O)OCC(COC(CCC1=CC(=C(C(=C1)C(C)(C)C)O)C(C)(C)C)=O)(COC(CCC1=CC(=C(C(=C1)C(C)(C)C)O)C(C)(C)C)=O)COC(CCC1=CC(=C(C(=C1)C(C)(C)C)O)C(C)(C)C)=O pentaerythritol tetra[beta-(3,5-di-tert-butyl-4-hydroxy phenyl) propionate]